FC(C1=NC(=NC(=N1)C(F)(F)F)N1[C@H](C=2NC3=CC=C(C=C3C2CC1)Cl)C[C@H](C)O)(F)F (2S)-1-{(1S)-2-[4,6-bis(trifluoromethyl)-1,3,5-triazin-2-yl]-6-chloro-2,3,4,9-tetrahydro-1H-pyrido[3,4-b]indol-1-yl}propan-2-ol